C(C)(C)(C)OCCN(CCC(C(=O)O)NC(C1=C(C=CC=C1)C(F)(F)F)=O)CCCCC1=NC=2NCCCC2C=C1 4-[2-tert-butoxyethyl-[4-(5,6,7,8-tetrahydro-1,8-naphthyridin-2-yl)butyl]amino]-2-[[2-(trifluoromethyl)benzoyl]amino]butanoic acid